3-mercaptopropylmercapto-3-methylpropyltrimethoxysilane SCCCSCO[Si](OC)(OC)CCCC